FC(C(C(=O)Br)(F)F)(F)F pentafluoropropionic acid, bromide